N(=[N+]=[N-])C(CCCC1=C(C(=O)O)C=CC=N1)CC(F)(F)F.N(=[N+]=[N-])C(CCCOC(C1=CN=CC=C1)=O)CC(F)(F)F 4-azido-6,6,6-trifluoro-n-hexylnicotinate (4-azido-6,6,6-trifluorohexyl nicotinate)